tert-butyl 7-formyl-3-azabicyclo[4.1.0]heptane-3-carboxylate C(=O)C1C2CCN(CC12)C(=O)OC(C)(C)C